(R)-6-(2-(3-oxo-3-(4-(5-(trifluoromethyl)pyrimidin-2-yl)piperazin-1-yl)propyl)piperidin-1-yl)-4-(trifluoromethyl)pyridazin-3(2H)-one O=C(CC[C@@H]1N(CCCC1)C=1C=C(C(NN1)=O)C(F)(F)F)N1CCN(CC1)C1=NC=C(C=N1)C(F)(F)F